FC1=C(C=CC=C1)N(C(CC)=O)C1CCN(CC1)CCC1=C(C=CC=C1)F N-(2-Fluorophenyl)-N-[1-(2-[2-fluorophenyl]ethyl)-4-piperidinyl]-propanamide